FC1=CCS(=O)(=O)O1 3-fluoro-2-propen-1,3-sultone